8-(2-(hydroxymethyl)-6-methylpyridin-4-yl)-7-(phenyl-d5)-[1,2,4]triazolo[4,3-c]pyrimidin-3(2H)-one OCC1=NC(=CC(=C1)C=1C=2N(C=NC1C1=C(C(=C(C(=C1[2H])[2H])[2H])[2H])[2H])C(NN2)=O)C